C(C1=CC=CC=C1)OC=1C=CC2=C(SC(=C2)C=O)C1 6-(benzyloxy)benzo[b]Thiophene-2-carbaldehyde